N(C1=CC=CC=C1)P(OC)(OC)=O anilino-dimethyl-phosphonic acid